2-(2-(2-Fluorophenyl)propyl)-3-methylpyridine FC1=C(C=CC=C1)C(CC1=NC=CC=C1C)C